6-vinylcyclopropa[f]isobenzofuran-1,3(3aH)-dione C(=C)C1=C2C(OC(C2C=C2C1=C2)=O)=O